6,9-difluoro-17-(((fluoromethyl)thio)carbonyl)-11-hydroxy-10,13,16-trimethyl-3-oxo-6,7,8,9,10,11,12,13,14,15,16,17-dodecahydro-3H-cyclopenta[a]phenanthrene-17-yl-3-hydroxybutyrate FC1C2=CC(C=CC2(C2(C(CC3(C(C(CC3C2C1)C)(C(=O)SCF)OC(CC(C)O)=O)C)O)F)C)=O